P(=O)(OC[N+]1(CCN(CC1)C1=CC=CC=2SC=CC21)CCCCOC2=CC=C1C=CC(NC1=C2)=O)(OCCO)[O-] (4-(benzo[b]thiophen-4-yl)-1-(4-((2-oxo-1,2-dihydroquinolin-7-yl)oxy)butyl)piperazin-1-ium-1-yl)methyl (2-hydroxyethyl) phosphate